(E)-1-[2-(3-Fluorophenyl)phenyl]-3-(3-hydroxyphenyl)prop-2-en-1-one FC=1C=C(C=CC1)C1=C(C=CC=C1)C(\C=C\C1=CC(=CC=C1)O)=O